2-Bromo-6-(methoxycarbonyl)tetrahydro-2H-pyran-3,4,5-triyl triacetate C(C)(=O)OC1C(OC(C(C1OC(C)=O)OC(C)=O)C(=O)OC)Br